4-(4-((2-(2,3-dihydrobenzo[b][1,4]dioxin-6-yl)pyrrolidin-1-yl)methyl)phenyl)-1-methyl-1H-pyrazole O1C2=C(OCC1)C=C(C=C2)C2N(CCC2)CC2=CC=C(C=C2)C=2C=NN(C2)C